FC1=NC=CC(=N1)N1CCN(CC1)C(=O)OC(C)(C)C tert-butyl 4-(2-fluoropyrimidin-4-yl)piperazine-1-carboxylate